6-((8-((R)-3-(4-amino-3-(4-phenoxyphenyl)-1H-pyrazolo[3,4-d]pyrimidin-1-yl)piperidin-1-yl)-8-oxooctyl)thio)-2-(2,6-dioxopiperidin-3-yl)-4-fluoroisoindoline-1,3-dione NC1=C2C(=NC=N1)N(N=C2C2=CC=C(C=C2)OC2=CC=CC=C2)[C@H]2CN(CCC2)C(CCCCCCCSC2=CC(=C1C(N(C(C1=C2)=O)C2C(NC(CC2)=O)=O)=O)F)=O